C(CCCCC(=O)OCCCCOC=C)(=O)OCCCCOC=C bis(4-vinyloxybutyl) adipate